4-(3-methoxyphenoxy)benzaldehyde COC=1C=C(OC2=CC=C(C=O)C=C2)C=CC1